tert-butyl 4-(meth-oxymethyl)-3-oxo-piperidine-1-carboxylate COCC1C(CN(CC1)C(=O)OC(C)(C)C)=O